NC1=C(C(=O)[O-])C=C(C(=C1)C(F)(F)F)F 2-amino-5-fluoro-4-(trifluoro-methyl)-benzoate